C(C)(C)(C)OC(=O)N1[C@@H](C[C@H](C1)F)C(N(C)OC)=O (2S,4R)-4-fluoro-2-[methoxy(methyl)carbamoyl]pyrrolidine-1-carboxylic acid tert-butyl ester